O1N=C(N=C1)C=1C=C(C=O)C=CC1 3-(1,2,4-OXADIAZOL-3-YL)BENZALDEHYDE